C(C1=CC=CC=C1)(C1=CC=CC=C1)N1CC(C1)N1CC2=CC(=CC=C2CC1)F 2-(1-benzhydryl-azetidin-3-yl)-7-fluoro-1,2,3,4-tetrahydroisoquinoline